C(C)C1=C(C=CC=C1)NC(C)=O N-(2-ethylphenyl)acetamide